C(C)(C)(C)OC(=O)N1C2(CNCC1CC2)C2=C(C=1CCC(CC1C(=C2)F)NC(=O)OCC2=CC=CC=C2)C#N (6-[[(benzyloxy)carbonyl]amino]-1-cyano-4-fluoro-5,6,7,8-tetrahydronaphthalen-2-yl)-3,8-diazabicyclo[3.2.1]octane-8-carboxylic acid tert-butyl ester